N,N-diGlycidyl-ortho-toluidine C(C1CO1)N(C=1C(=CC=CC1)C)CC1CO1